FC1=C(C(=CC=C1)OC)C1=CC(=NC=C1C(=O)NC=1SC(=NN1)COC1COCCC1)C 4-(2-fluoro-6-methoxyphenyl)-6-methyl-N-(5-(((tetrahydro-2H-pyran-3-yl)oxy)methyl)-1,3,4-thiadiazol-2-yl)nicotinamide